O[C@H](C(=O)OC(C)C)[C@@H](C(=O)OC(C)C)O 1,4-Bis(propan-2-yl) (2S,3S)-2,3-dihydroxybutanedioate